C(C)(C)C1=C2C=C(N=CC2=C(C=C1)N1[C@H]([C@@H](C1)C1=NN=CN1C)C)NC1=NC(=NC=C1)N1C[C@H]([C@@H](CC1)OC)O (3R,4R)-1-(4-((5-isopropyl-8-((2S,3R)-2-methyl-3-(4-methyl-4H-1,2,4-triazol-3-yl)azetidin-1-yl)isoquinolin-3-yl)amino)pyrimidin-2-yl)-4-methoxypiperidin-3-ol